C1NCC12CC(C2)CC2=CC=C1C(=N2)N(C=C1C(F)(F)F)C 6-(2-azaspiro[3.3]heptan-6-ylmethyl)-1-methyl-3-(trifluoromethyl)pyrrolo[2,3-b]pyridine